N-benzylsulfonyl-6-[4-[5-[2-(5-Hydroxypyridine-3-yl)ethynyl]pyridine-3-carbonyl]piperazin-1-yl]pyridazine-3-carboxamide C(C1=CC=CC=C1)S(=O)(=O)NC(=O)C=1N=NC(=CC1)N1CCN(CC1)C(=O)C=1C=NC=C(C1)C#CC=1C=NC=C(C1)O